C(C)(=O)OCCC\C=C\CCCC\C=C/CCC (E,Z)-4,10-Tetradecadienyl acetate